NC1=C(C=2C(=C(N=C(C2)C)C#N)N1C1=C(C(=CC=C1C)OC)C)C(=O)O 2-amino-7-cyano-1-(3-methoxy-2,6-dimethylphenyl)-5-methyl-1H-pyrrolo[2,3-c]pyridine-3-carboxylic acid